COC1=CC=CC=2CC3=CC=CC=C3NC12 4-methoxy-9,10-dihydroacridine